NC1=NC=C(C=C1NC(CC=1N=C(N(C1)C1=C(C=C(C=C1F)OC)F)NC(C1=CC=C(C=C1)OC(F)F)=O)=O)F N-(4-(2-((2-Amino-5-fluoropyridin-3-yl)amino)-2-oxoethyl)-1-(2,6-difluoro-4-methoxyphenyl)-1H-imidazol-2-yl)-4-(difluoromethoxy)benzamide